ClC1=C(C=C(C=C1)OC)N1C(NC=2C1=NC=CC2)=O 3-(2-chloro-5-methoxyphenyl)-1H-imidazo[4,5-b]pyridin-2(3H)-one